N-(3-chloro-5-(methylsulfonamido)phenyl)-5-isopropyl-4-(pyridin-2-yl)thiophene-2-carboxamide ClC=1C=C(C=C(C1)NS(=O)(=O)C)NC(=O)C=1SC(=C(C1)C1=NC=CC=C1)C(C)C